((5-(7,8-dimethyl-[1,2,4]triazolo[1,5-a]pyridin-6-yl)-6-isopropyl-4H-pyrrolo[3,2-d]thiazol-2-yl)methyl)-1-isopropylpiperidin-4-amine CC1=C(C=2N(C=C1C1=C(C=3N=C(SC3N1)CC1N(CCC(C1)N)C(C)C)C(C)C)N=CN2)C